ClC1=C(C=C2C(=NNC2=C1)CCC(=O)O)C1=CC=C(C=C1)C1=C(C(=CC=C1C)F)O 3-(6-chloro-5-(3'-fluoro-2'-hydroxy-6'-methyl-[1,1'-biphenyl]-4-yl)-1H-indazol-3-yl)propanoic acid